CN[C@H]1CN(CCC1)C(=O)OC(C)(C)C tert-butyl (R)-3-(methyl-amino)piperidine-1-carboxylate